NC(CC(=O)O)C1=CNC2=CC=CC=C12 β-amino-3-indolepropionic acid